N1C(=CC2=CC=CC=C12)C(=O)N1CC2(C1)CC(C2)N(C=2C1=C(N=CN2)NC=C1)C (1H-indol-2-yl)(6-(methyl(7H-pyrrolo[2,3-d]pyrimidin-4-yl)amino)-2-azaspiro[3.3]heptan-2-yl)methanone